FC1=CC=C(C=C1)N1N=NC=2[C@@H](N([C@@H](CC21)C)C=O)C (4S,6R)-1-(4-fluorophenyl-4,6-dimethyl-6,7-dihydro-1H-[1,2,3]triazolo[4,5-c]pyridin-5(4H)-yl)methanone